C(C)(C)(C)OC(=O)N1[C@@H]2C[C@@]2(C[C@H]1C(NC1=NC(=CC=C1C)Cl)=O)C (1r,3s,5r)-3-((6-chloro-3-methylpyridin-2-yl)carbamoyl)-5-methyl-2-azabicyclo[3.1.0]hexane-2-carboxylic acid tert-butyl ester